C(C)(C)(C)OC(=O)N1CCC2(CC1)[C@@H](C1=C(N=C(S1)Cl)C2)N[S@](=O)C(C)(C)C (6S)-6-(((R)-tert-butylsulfinyl)amino)-2-chloro-4,6-dihydrospiro[cyclopenta[d]thiazole-5,4'-piperidine]-1'-carboxylic acid tert-butyl ester